ClCCN1CCC(CC1)C1=NOC2=C1C=C(C=C2)C 3-[1-(2-Chloroethyl)piperidin-4-yl]-5-methyl-1,2-benzoisoxazole